N-hydroxy-2-(4-methoxybenzyl)isoindoline-4-carboxamide ONC(=O)C=1C=2CN(CC2C=CC1)CC1=CC=C(C=C1)OC